5-(3-([1,1'-Biphenyl]-3-yl)propylamino)-3-methylbenzofuran-2-carboxylic acid C1(=CC(=CC=C1)CCCNC=1C=CC2=C(C(=C(O2)C(=O)O)C)C1)C1=CC=CC=C1